tert-butyl 8-(6-(((S)-chroman-4-yl)carbamoyl)-5,6,7,8-tetrahydro-1,6-naphthyridin-2-yl)-3,8-diazabicyclo[3.2.1]octane-3-carboxylate O1CC[C@@H](C2=CC=CC=C12)NC(=O)N1CC=2C=CC(=NC2CC1)N1C2CN(CC1CC2)C(=O)OC(C)(C)C